(2-(6-(2,6-difluorobenzyl)pyridin-2-yl)morpholino)(2-(methylamino)pyridin-4-yl)methanone FC1=C(CC2=CC=CC(=N2)C2OCCN(C2)C(=O)C2=CC(=NC=C2)NC)C(=CC=C1)F